3-(5-bromo-2-{2-[(1S)-1-methoxyethyl]pyridin-3-yl}-1-(2,2,2-trifluoroethyl)indol-3-yl)-2,2-dimethylpropyl acetate C(C)(=O)OCC(CC1=C(N(C2=CC=C(C=C12)Br)CC(F)(F)F)C=1C(=NC=CC1)[C@H](C)OC)(C)C